1-[(4S)-8-chlorochroman-4-yl]-3-[1-(4,4-difluorocyclohexyl)pyrazol-3-yl]urea ClC=1C=CC=C2[C@H](CCOC12)NC(=O)NC1=NN(C=C1)C1CCC(CC1)(F)F